FC(C(=O)O)(F)F.NC[C@H]1C[C@H](NC1)COC1(N2C(N(C(CC1)C2)OS(=O)(=O)O)=O)C(=O)N [(2S,4R)-4-Aminomethyl-pyrrolidin-2-yl]methyloxyl-7-oxo-6-(sulfooxy)-1,6-diazabicyclo[3.2.1]octane-2-carboxamide trifluoroacetate salt